[Si](C)(C)(C(C)(C)C)O[C@H](CO)[C@H]1CC([C@H]([C@@H](O1)\C=C\C1=CC=CC=C1)C)O (2S,3R,6R)-6-((R)-1-((tert-butyldimethylsilyl)oxy)-2-hydroxy-ethyl)-3-methyl-2-((E)-styryl)tetrahydro-2H-pyran-4-ol